FC(C(=O)O)(F)F.NC12[C@H](CC(CC1)(CC2)NC(COC2=CC(=C(C=C2)Cl)F)=O)O N-[(3S)-4-amino-3-hydroxybicyclo[2.2.2]octan-1-yl]-2-(4-chloro-3-fluorophenoxy)acetamide trifluoroacetate